methyl-1-piperazineethylamine CC1N(CCNC1)CCN